2-(bromomethyl)-2-methylbutyric acid BrCC(C(=O)O)(CC)C